(2S,5R)-6-hydroxy-3-methyl-7-oxo-N-(2-sulfamoylethoxy)-1,6-diazabicyclo[3.2.1]oct-3-ene-2-carboxamide ON1[C@@H]2C=C([C@H](N(C1=O)C2)C(=O)NOCCS(N)(=O)=O)C